4-(2-methylmorpholino)pyridin-3-amine CC1OCCN(C1)C1=C(C=NC=C1)N